CC1=CC1 methylcyclopropen